((3S,5R)-5-((1H-1,2,4-triazol-1-yl) methyl)-5-(2,4-difluorophenyl) tetrahydrofuran-3-yl) 4-methylbenzenesulfonate CC1=CC=C(C=C1)S(=O)(=O)O[C@@H]1CO[C@](C1)(C1=C(C=C(C=C1)F)F)CN1N=CN=C1